2-(o-phenoxyphenyl)ethylacrylate O(C1=CC=CC=C1)C1=C(C=CC=C1)CCOC(C=C)=O